C(=O)(O)C=1C=C(C=C(C1)OC1=C(C(C(=O)O)=CC=C1)C(=O)O)OC1=C(C(C(=O)O)=CC=C1)C(=O)O 3'-((5-carboxy-1,3-phenylene)bis(oxy))diphthalic acid